tert-butyl 4-((3-bromopyridin-2-yl) methyl)-4-cyanopiperidine-1-carboxylate BrC=1C(=NC=CC1)CC1(CCN(CC1)C(=O)OC(C)(C)C)C#N